NC=1C(=NC(=CN1)C1=CC(=C2CCN(CC2=C1)C)C)N1N=CC(=C1)C(=O)OCC ethyl 1-(3-amino-6-(2,5-dimethyl-1,2,3,4-tetrahydroisoquinolin-7-yl)pyrazin-2-yl)-1H-pyrazole-4-carboxylate